CC=1C(=NC=CC1)N(C(C1=CC=C(C=C1)NC1=NC=CC=N1)=O)[C@H]1CNCCC1 (R)-N-(3-methylpyridin-2-yl)-N-(piperidin-3-yl)-4-(pyrimidin-2-ylamino)benzamide